2-methyl-N6-(2-(3,4,5-trimethoxyphenyl)-6,7-dihydro-5H-pyrrolo[3,4-d]pyrimidin-4-yl)quinoline-4,6-diamine hydrochloride Cl.CC1=NC2=CC=C(C=C2C(=C1)N)NC=1C2=C(N=C(N1)C1=CC(=C(C(=C1)OC)OC)OC)CNC2